2-Fluoro-4-{9-[methyl(7H-pyrrolo[2,3-d]pyrimidin-4-yl)amino]-3-azaspiro[5.5]undecan-3-carbonyl}benzonitril FC1=C(C#N)C=CC(=C1)C(=O)N1CCC2(CC1)CCC(CC2)N(C=2C1=C(N=CN2)NC=C1)C